7-allyl-6-heptyn-1-ol C(C=C)C#CCCCCCO